5-bromo-N4-(2-dimethylphosphorylphenyl)-N2-(2-ethylindazol-5-yl)pyrimidine-2,4-diamine BrC=1C(=NC(=NC1)NC1=CC2=CN(N=C2C=C1)CC)NC1=C(C=CC=C1)P(=O)(C)C